methyl (1-cyclohexenyl) ketone C1(=CCCCC1)C(=O)C